C(=CC)C(C(S(=O)(=O)O)N)(C)C 2-propenyl-amino-2-methylpropyl-sulfonic acid